3,6,10-trimethylundecane-4,5,9-trien-2-one CC(C(C)=O)C=C=C(CCC=C(C)C)C